CC1=NN(C(=C1NC(C1=CC=C(C=C1)OC(F)(F)F)=O)C)C1=CC=C(C=C1)[N+](=O)[O-] N-[3,5-dimethyl-1-(4-nitrophenyl)pyrazol-4-yl]-4-(trifluoromethoxy)benzamide